C(C)OC(=O)[C@@H]1NC(CC1)=O (R)-5-oxopyrrolidine-2-carboxylic acid ethyl ester